NC1=NC=C(C2=C1C=NN2C2OCCCC2)NC(C(N2[C@H](CC[C@@H](C2)C)C2=CC1=CN(N=C1C=C2)CC)=O)=O |r| N-(4-Amino-1-tetrahydropyran-2-yl-pyrazolo[4,3-c]pyridin-7-yl)-2-oxo-2-[rac-(2R,5S)-2-(2-ethylindazol-5-yl)-5-methyl-1-piperidyl]acetamide